O1CCN(CC1)CC1=CC=C(C=C1)CCCSC1=C2CN(C(C2=CC=C1)=O)C1C(NC(CC1)=O)=O 3-(4-((3-(4-(morpholinomethyl)phenyl)propyl)thio)-1-oxoisoindolin-2-yl)piperidine-2,6-dione